CC1=NC2=CC=CC=C2C(=N1)C(=O)N 2-methylquinazoline-4-carboxamide